Tert-butyl (3,4-bis(benzyloxy)benzyl)(2-(2-(2-hydroxyethoxy)ethoxy)ethyl)carbamate C(C1=CC=CC=C1)OC=1C=C(CN(C(OC(C)(C)C)=O)CCOCCOCCO)C=CC1OCC1=CC=CC=C1